1-(4-allyloxy-3-methoxyphenyl)ethanone C(C=C)OC1=C(C=C(C=C1)C(C)=O)OC